CN1N=CC(=C1)C=1C=C(C=2N(C1)N=CC2C#N)C=2C=NC(=CC2)N2CC1N(C(C2)C1)CC1=CC=C(C=C1)SC 6-(1-methyl-1H-pyrazol-4-yl)-4-(6-(6-(4-(methylthio)benzyl)-3,6-diazabicyclo[3.1.1]heptan-3-yl)pyridin-3-yl)pyrazolo[1,5-a]pyridine-3-carbonitrile